tert-butyl 2-(3-nitrophenyl)-1H-imidazole-1-carboxylate [N+](=O)([O-])C=1C=C(C=CC1)C=1N(C=CN1)C(=O)OC(C)(C)C